2-[(3-ethynyl-8-methyl-6-quinolyl)oxy]-2-methoxy-N-propylacetamide C(#C)C=1C=NC2=C(C=C(C=C2C1)OC(C(=O)NCCC)OC)C